Cl.FC(C1=CC=C(C=C1)C(N1[C@@H](CN[C@H](C1)C)C)C1=CC=C(C=C1)C(F)(F)F)(F)F (2R,5S)-1-(Bis(4-(trifluoromethyl)phenyl)methyl)-2,5-dimethylpiperazine hydrochloride